FC(C=1C(=C(C=CC1)[C@@H](C)NC=1C2=C(N=C(N1)C)N=C(C(=C2)S(=O)(=O)C2CCN(CC2)C)OC)F)F (R)-N-(1-(3-(difluoromethyl)-2-fluorophenyl)ethyl)-7-methoxy-2-methyl-6-((1-methylpiperidin-4-yl)sulfonyl)pyrido[2,3-d]pyrimidin-4-amine